2-((1S,2S)-2-(ethoxymethyl)cyclopropyl)isoindoline-1,3-dione C(C)OC[C@@H]1[C@H](C1)N1C(C2=CC=CC=C2C1=O)=O